BrC1=C(C=CC(=C1)O)N(C1=CC=C(C=C1)OS(=O)(=O)C(F)(F)F)C 4-((2-bromo-4-hydroxyphenyl)(methyl)amino)phenyltrifluoromethanesulfonic acid